O1CCC2=C1C(=CC=C2)C[C@H]2N(CCCCC2)C2=NC(=CC(N2)=O)N2CCOCC2 (S)-2-(2-((2,3-dihydrobenzofuran-7-yl)methyl)azepan-1-yl)-6-morpholinopyrimidin-4(3H)-one